(S)-1-(3-(5-(1-amino-1,3-dihydrospiro[indene-2,4'-piperidin]-1'-yl)-6-(hydroxymethyl)pyrazin-2-yl)prop-2-yn-1-yl)-1H-indole-5-carboxamide N[C@@H]1C2=CC=CC=C2CC12CCN(CC2)C=2N=CC(=NC2CO)C#CCN2C=CC1=CC(=CC=C21)C(=O)N